FC1(CC(C1)(C)NC1=NC(=CC=C1N)C=1C=NC=CC1)F N2-(3,3-difluoro-1-methyl-cyclobutyl)-6-(3-pyridyl)pyridine-2,3-diamine